(3-(1,1-difluoro-2-hydroxy-1-(5-mercapto-4-methyl-4H-1,2,4-triazol-3-yl)propan-2-yl)phenyl)carbamic acid tert-butyl ester C(C)(C)(C)OC(NC1=CC(=CC=C1)C(C(C1=NN=C(N1C)S)(F)F)(C)O)=O